6-((3-methoxy-4-((5-methylisoxazol-3-yl)methoxy)phenyl)amino)-3-morpholino-quinoxaline COC=1C=C(C=CC1OCC1=NOC(=C1)C)NC=1C=C2N=C(C=NC2=CC1)N1CCOCC1